F[C@H]1CN(CC[C@H]1NC=1C=2N(C=CC1)C(=C(N2)C#CCNC2=C(C=C(C=C2)S(=O)(=O)C)OC)SC(F)(F)F)C([2H])([2H])[2H] N-((3S,4R)-3-fluoro-1-(methyl-d3)piperidin-4-yl)-2-(3-((2-methoxy-4-(methylsulfonyl)phenyl)amino)prop-1-yn-1-yl)-3-((trifluoromethyl)thio)imidazo[1,2-a]pyridin-8-amine